FC(OC1=CC=C(C=C1)N1CC=2CNCC2C1)(F)F 2-[4-(trifluoromethoxy)phenyl]-1H,2H,3H,4H,5H,6H-pyrrolo[3,4-c]pyrrole